2,4,6-tribromobenzene acrylate C(C=C)(=O)O.BrC1=CC(=CC(=C1)Br)Br